N-(2,2-difluoroethyl)-6-fluoro-5-(piperazin-1-yl)picolinamide FC(CNC(C1=NC(=C(C=C1)N1CCNCC1)F)=O)F